[Si](C)(C)(C(C)(C)C)O[C@@H]1[C@H](CCCC1)NCC1=CC=NN1CC (1S,2S)-2-((tert-butyldimethylsilyl)oxy)-N-((1-ethyl-1H-pyrazol-5-yl)methyl)cyclohexan-1-amine